3-methyl-imidazo[4,5-c]Quinolin-2-one CN1C(NC2=C1C=NC=1C=CC=CC21)=O